[I-].ICC1=CC=C(CC2=C(C=CC=C2)P(C2=CC=CC=C2)C2=CC=CC=C2)C=C1 4-iodomethyl-benzyl-triphenylphosphine iodide